O1COC2=C1C=CC(=C2)CC=NS(=O)C(C)(C)C N-(2-(benzo[d][1,3]dioxol-5-yl)ethylidene)-2-methylpropane-2-sulfinamide